N-((3-chloro-5-methyl-6-(thiazol-4-ylmethoxy)-1H-indol-2-yl)methyl)azetidine-1-carboxamide ClC1=C(NC2=CC(=C(C=C12)C)OCC=1N=CSC1)CNC(=O)N1CCC1